4-{[5-amino-8-chloro-6-fluoro-7-(8-methyl-2,3-dihydro-1H-pyrido[2,3-b][1,4]oxazin-7-yl)quinazolin-2-yl]amino}-3-methoxy-N-methylbenzamide NC1=C2C=NC(=NC2=C(C(=C1F)C1=C(C2=C(OCCN2)N=C1)C)Cl)NC1=C(C=C(C(=O)NC)C=C1)OC